CC1=CC=CC(=N1)C1=C(N=CN1)C=1C=C2C=C(C=NC2=CC1)C=1SC=C(N1)C=1CCNCC1 2-(6-(5-(6-methylpyridin-2-yl)-1H-imidazol-4-yl)quinolin-3-yl)-4-(1,2,3,6-tetrahydropyridin-4-yl)thiazole